ClC1=C(C=C(C=C1)NC1=C(NC2=C1C(NCC21CCN(CC1)C(C=C)=O)=O)C1=C(C=NC=C1)F)F 3'-[(4-chloro-3-fluorophenyl)amino]-2'-(3-fluoropyridin-4-yl)-1-(prop-2-enoyl)-5',6'-dihydro-1'H-spiro[piperidine-4,7'-pyrrolo[3,2-c]pyridin]-4'-one